NC1=NC(=CC(=N1)N1[C@@H](COCCC1)C=1C(=CC(=C(C1)NC(C)=O)F)Cl)C |r| (+/-)-N-[5-[4-(2-amino-6-methyl-pyrimidin-4-yl)-1,4-oxazepan-3-yl]-4-chloro-2-fluorophenyl]acetamide